N-(4-{[6-(5-chloro-2-fluorophenyl)-3-{[(3-methoxyphenyl)methyl](methyl)amino}pyridazin-4-yl]amino}pyridin-2-yl)-3-(4-methylpiperazin-1-yl)propanamide ClC=1C=CC(=C(C1)C1=CC(=C(N=N1)N(C)CC1=CC(=CC=C1)OC)NC1=CC(=NC=C1)NC(CCN1CCN(CC1)C)=O)F